3-((3-((6-((1-methylpiperidin-4-yl)oxy)pyrazin-2-yl)amino)-1H-pyrazol-5-yl)oxy)propan-1-ol CN1CCC(CC1)OC1=CN=CC(=N1)NC1=NNC(=C1)OCCCO